O=C1NC(CCC1N1C(N(C2=C1C=CC=C2CN2CCC(CC2)OC2CC(C2)N(C(OC(C)(C)C)=O)C)C)=O)=O tert-butyl N-[3-[[1-[[1-(2,6-dioxo-3-piperidyl)-3-methyl-2-oxo-benzimidazol-4-yl] methyl]-4-piperidyl]oxy]cyclobutyl]-N-methyl-carbamate